3-[4-(7-{[2-(trimethylsilyl)ethoxy]methyl}-7H-pyrrolo[2,3-d]pyrimidin-4-yl)-1H-pyrazol-1-yl]butanenitrile C[Si](CCOCN1C=CC2=C1N=CN=C2C=2C=NN(C2)C(CC#N)C)(C)C